C1(CC1)C(=O)NC1=CC(=C2C(=N1)NC=C2)C2=CC=C(C=C2)CCC 4-(6-(cyclopropanecarboxamido)-1H-pyrrolo[2,3-b]pyridin-4-yl)phenyl-propane